ClC=1C=C(C(=O)O)C=C(C1)NC(=O)C=1SC(=CC1S(N(C)C1=CC(=C(C=C1)OCC)OC)(=O)=O)Cl 3-chloro-5-(5-chloro-3-(N-(4-ethoxy-3-methoxyphenyl)-N-methylsulfamoyl)thiophene-2-carboxamido)benzoic acid